C(C)(C)(C)OC(N[C@@H](CC1=CC(=CC(=C1)F)F)C1=C(C2=C(C(=N1)C#CC(C)(S(=O)(=O)C)C)CCC2)Br)=O (S)-(1-(4-bromo-1-(3-methyl-3-(methylsulfonyl)but-1-yn-1-yl)-6,7-dihydro-5H-cyclopenta[c]pyridin-3-yl)-2-(3,5-difluorophenyl)ethyl)carbamic acid tert-butyl ester